C(C)(C)(C)OC([C@@H](NC(=O)C1=CC=CC2=CC=CC=C12)C(C)C)=O (1-naphthoyl)-L-valine t-butyl ester